4'-((2-(tert-Butyl)-1H-imidazol-1-yl)methyl)-5-isobutyl-N-(6-methoxypyridazin-3-yl)-[1,1'-biphenyl]-2-sulfonamide C(C)(C)(C)C=1N(C=CN1)CC1=CC=C(C=C1)C=1C(=CC=C(C1)CC(C)C)S(=O)(=O)NC=1N=NC(=CC1)OC